C(CCCCC)(=O)OF.[NH4+] ammonium perfluoro caproate